CN1CCN(CC1)C(=O)OC1=C(C(=NC=2N1C1=C(N2)C=CC=C1)C(C)CC)CC 2-(sec-butyl)-3-ethylbenzo[4,5]imidazo[1,2-a]pyrimidin-4-yl 4-methylpiperazine-1-carboxylate